3-(2,4-dioxotetrahydropyrimidin-1(2H)-yl)-1-methyl-1H-indazol O=C1N(CCC(N1)=O)C1=NN(C2=CC=CC=C12)C